(biphenylyl){[phenyl(biphenylyl)triazineyl]phenyl}dibenzofuran C1(=C(C=CC=C1)C1=C(C2=C(OC3=C2C=CC=C3)C=C1)C1=C(C=CC=C1)C1=NN=NC(=C1C1=C(C=CC=C1)C1=CC=CC=C1)C1=CC=CC=C1)C1=CC=CC=C1